3,6-dimethyl-6-(8-propyldibenzo[b,d]thiophen-2-yl)tetrahydropyrimidin-4(1H)-one CN1CNC(CC1=O)(C1=CC2=C(SC3=C2C=C(C=C3)CCC)C=C1)C